COC1=CC=C(C=C1)S(=O)(=O)NC(C=C)=O N-(4-methoxybenzenesulfonyl)acrylamide